FC=1C=C(C=C(C1C=1N=NN(C1)CC1(CCCCC1)S(=O)(=O)C)F)NC(CC1=C(C(=CC=C1)C(F)(F)F)F)=O N-(3,5-difluoro-4-(1-((1-(methylsulfonyl)cyclohexyl)methyl)-1H-1,2,3-triazol-4-yl)phenyl)-2-(2-fluoro-3-(trifluoromethyl)phenyl)acetamide